COC1(C(C=C(C=C1)OC)C=O)C=O 2,5-dimethoxy-benzenedicarbaldehyde